C(C(C)(C)C)[C@H](N)C(=O)O L-α-neopentyl-glycine